zeta-heptanolide C1(CCCCC(C)O1)=O